C(CCCCCCCCCCCCCCC)[N+](C)(C)[O-] Hexadecyldimethylamine Oxide